C(C)OC(=O)N1C2COCC1CC(C2)N2CCC(CC2)N2C(CCCC2)=O 7-(2-oxo-1,4'-bipiperidin-1'-yl)-3-oxa-9-azabicyclo[3.3.1]nonane-9-carboxylic acid ethyl ester